[Cu+2].[Si+4].[Se](=O)([O-])[O-].[Na+] Sodium Selenite silicon-copper